ClC=1N=C(C2=C(N1)N(C=C2)[C@H]2[C@@H]([C@@H]([C@H](O2)CS(=O)(=O)C(C)(C)OP(O)(=O)C)O)O)NC2CCCC2 [(2S,3S,4R,5R)-5-[2-chloro-4-(cyclopentylamino)pyrrolo-[2,3-d]pyrimidin-7-yl]-3,4-dihydroxy-tetrahydrofuran-2-yl]methylsulfonyl-methyl-isopropoxy-phosphinic acid